Cl.C(CCCC=O)=O glutaraldehyde-HCl